(-)-2-(2-ethoxy-3-pyridinyl)-7-methyl-N-[(1-methyl-1,2,4-triazol-3-yl)methyl]-5-[1-methylpropyl]imidazo[1,5-b]pyridazin-4-amine C(C)OC1=NC=CC=C1C=1C=C(C=2N(N1)C(=NC2C(CC)C)C)NCC2=NN(C=N2)C